(1-(p-tolyl)vinyl)-1H-benzo[d][1,2,3]triazole C1(=CC=C(C=C1)C(=C)N1N=NC2=C1C=CC=C2)C